4,4'-Methylen-bis(2,6-di-tert-butylphenol) C(C1=CC(=C(C(=C1)C(C)(C)C)O)C(C)(C)C)C1=CC(=C(C(=C1)C(C)(C)C)O)C(C)(C)C